[Br-].C(C)(=O)OC1COC(CC1)C 6-methyloxan-3-yl acetate bromide